C(#N)C=1C(=NC(=C(C1CC)C#N)N(C)C)SCC=1C=NN(C1)CC(=O)N 2-(4-(((3,5-dicyano-6-(dimethylamino)-4-ethylpyridin-2-yl)thio)methyl)-1H-pyrazol-1-yl)acetamide